OC1=C(C=CC=C1)C1=NN=NC=C1 2-Hydroxyphenyl-triazine